N-[5-(aminosulfonyl)-4-methyl-1,3-thiazol-2-yl]-N-methyl-2-[4-(2-pyridinyl)phenyl]acetamide monomesylate monohydrate O.S(C)(=O)(=O)O.NS(=O)(=O)C1=C(N=C(S1)N(C(CC1=CC=C(C=C1)C1=NC=CC=C1)=O)C)C